2-bromo-4-methyl-3,5,6-trifluorobenzyl (1R)-cis-3-[(Z)-2-chloro-3,3,3-trifluoro-1-propenyl]-2,2-dimethylcyclopropanecarboxylate Cl\C(=C/[C@@H]1C([C@@H]1C(=O)OCC1=C(C(=C(C(=C1F)F)C)F)Br)(C)C)\C(F)(F)F